6-chloro-N-(4,4-difluorocyclohexyl)-2-(4-methylthiazol-2-yl)pyrimidin-4-amine ClC1=CC(=NC(=N1)C=1SC=C(N1)C)NC1CCC(CC1)(F)F